3-sulfobenzoic acid potassium salt [K+].S(=O)(=O)([O-])C=1C=C(C(=O)[O-])C=CC1.[K+]